3-(3-ethyl-4-oxo-spiro[6,8-dihydro-5H-pyrazolo[4,3-c]azepine-7,4'-tetrahydropyran]-1-yl)propyl 3-methyl-1H-pyrazole-5-carboxylate CC1=NNC(=C1)C(=O)OCCCN1N=C(C=2C(NCC3(CCOCC3)CC21)=O)CC